6-[(2R)-2-(1-cyclopropylpyrazol-4-yl)tetrahydropyran-4-yl]-8-(2,4-difluorophenyl)-3-methyl-pyrido[3,4-d]triazin-4-one C1(CC1)N1N=CC(=C1)[C@@H]1OCCC(C1)C1=CC2=C(N=NN(C2=O)C)C(=N1)C1=C(C=C(C=C1)F)F